ClC1=NC(=C2N=CN(C2=N1)[C@@H]1[C@@H]2[C@]([C@@H]3[C@H]1OC(O3)(C)C)(C2)CCl)NC(C2CCCCC2)C2CCCCC2 2-Chloro-9-((3aR,3bS,4aS,5R,5aS)-3b-(chloromethyl)-2,2-dimethylhexahydrocyclopropa[3,4]cyclopenta[1,2-d][1,3]dioxol-5-yl)-N-(dicyclohexylmethyl)-9H-purin-6-amine